2-(4-Benzyloxy-phenoxy)-N-(5,6-dimethoxy-benzothiazol-2-yl)-2-(4-ethanesulfonyl-phenyl)-acetamide C(C1=CC=CC=C1)OC1=CC=C(OC(C(=O)NC=2SC3=C(N2)C=C(C(=C3)OC)OC)C3=CC=C(C=C3)S(=O)(=O)CC)C=C1